2-(6-hydroxynaphthalen-2-yl)propionic acid OC=1C=C2C=CC(=CC2=CC1)C(C(=O)O)C